(4-bromophenyl)-9,9-dimethyl-9H-fluorene-1,3,4,5,6,7,8-d7 BrC1=CC=C(C=C1)C1=C(C=2C(C3=C(C(=C(C(=C3C2C(=C1[2H])[2H])[2H])[2H])[2H])[2H])(C)C)[2H]